C[C@H]1NC(C=2SC=3C=CC4=NC(=CC=C4C3C2NC1)C=1N=NC=C(C1)C=C)=O (15R)-15-methyl-5-(5-vinylpyridazin-3-yl)-11-thia-6,14,17-triazatetracyclo[8.8.0.0^2,7.0^12,18]octadeca-1(10),2,4,6,8,12(18)-hexaen-13-one